(+)-car-4-ene C12CC(C=CC1C2(C)C)C